[Na+].C1=CC=CC2=CC(=CC=C12)S(=O)(=O)[O-] naphthalene-6-sulfonic acid sodium salt